CC1=CC(=CC(=C1)[N+](=O)[O-])C 1,3-dimethyl-5-nitrobenzene